O1CCOC12CCC(CC2)N2C[C@@H]1CNC3=NN=C(C=C3N1CC2)C2=C(C=CC=C2)O 2-[(10S)-12-(1,4-dioxaspiro[4.5]decan-8-yl)-1,5,6,8,12-pentazatricyclo[8.4.0.02,7]tetradeca-2,4,6-trien-4-yl]phenol